(S)-1-(4-(dimethylamino)piperidin-1-yl)-3-hydroxy-3-(1-methyl-1H-imidazol-2-yl)propan-1-one CN(C1CCN(CC1)C(C[C@@H](C=1N(C=CN1)C)O)=O)C